bis-(hydroxyphenyl) sulfoxide OC1=C(C=CC=C1)S(=O)C1=C(C=CC=C1)O